CC1=NC(=NO1)C=1C=C2CCC(C2=CC1)C(=O)NC1=CC(=NC=C1)C 5-(5-Methyl-1,2,4-oxadiazol-3-yl)-N-(2-methylpyridin-4-yl)-2,3-dihydro-1H-inden-1-carboxamid